ClC(C(=O)OCCCCCCCCCCCCCCCCCCC)CCC nonadecyl 2-chlorovalerate